[Si](C)(C)(C(C)(C)C)OC1=CC=CC=C1 4-(tert-butyldimethylsilyloxy)benzene